ClC=1C=CC(=NC1)C1(C=CC=2C=CC=3CCN(C(C3C2O1)C)CC1=NC2=C(N1C[C@H]1OCC1)C=C(C=C2OC)C(=O)OC)C Methyl 2-((2-(5-chloropyridin-2-yl)-2,10-dimethyl-7,10-dihydro-2H-pyrano[3,2-H]isoquinolin-9(8H)-yl) methyl)-4-methoxy-1-(((S)-oxetan-2-yl) methyl)-1H-benzo[d]imidazole-6-carboxylate